OCCC1=CC=C(C=C1)NC(CCCCCCC(=O)OC)=O methyl 8-((4-(2-hydroxyethyl) phenyl) amino)-8-oxooctanoate